3-((4-(1-((1-(2-(4-((4-([1,1'-biphenyl]-3-yl)-5-chloropyrimidin-2-yl)amino)piperidin-1-yl)-2-oxoethyl)piperidin-4-yl)methyl)piperidin-4-yl)phenyl)amino)piperidine-2,6-dione C1(=CC(=CC=C1)C1=NC(=NC=C1Cl)NC1CCN(CC1)C(CN1CCC(CC1)CN1CCC(CC1)C1=CC=C(C=C1)NC1C(NC(CC1)=O)=O)=O)C1=CC=CC=C1